FC(=CC(C)(F)F)F 1,1,3,3-tetrafluoro-1-butene